FC(OC[C@@H](C1=CC(=CC=C1)OC(F)(F)F)NC(C[C@H](C(C)(C)C)O)=O)F N-((R)-2-(difluoromethoxy)-1-(3-(trifluoromethoxy)phenyl)ethyl)-3-(R)-hydroxy-4,4-dimethyl-pentanamide